O1C(CCC1)N1C(NC(C=C1)=O)=O tetrahydrofuran-2-yl-pyrimidine-2,4(1H,3H)-dione